C1(CC1)CNC1=C(C#N)C=C(C=C1)C1=NC(=NO1)C=1C=C2CC(NC2=CC1)=O 2-[(cyclopropylmethyl)amino]-5-[3-(2-oxo-2,3-dihydro-1H-indol-5-yl)-1,2,4-oxadiazol-5-yl]benzonitrile